5-iodobenzonitrile trifluoroacetate FC(C(=O)O)(F)F.IC=1C=CC=C(C#N)C1